C(CCCC)C1CCC(CC1)C1CCC(CC1)C(=O)OC1=CC=C(C=C1)/C=C/C(=O)O (E)-3-(4-((4'-pentyl-[1,1'-bi(cyclohexane)]-4-carbonyl)oxy)phenyl)acrylic acid